NC=1C=CC=C2C=3C=CN=C(O[C@@H]4CN([C@H](C(NCC(CNC12)C)=O)C4)C(=O)OCC4=CC=CC=C4)N3 benzyl (14S,17S)-6-amino-10-methyl-13-oxo-18-oxa-8,12,15,20,23-pentazatetracyclo[17.3.1.114,17.02,7]tetracosa-1(23),2,4,6,19,21-hexaene-15-carboxylate